C1CCC2=C(C=CC=C12)NC(=O)N=[S@](=O)(N)C=1C=NN2C1OCC(C2)(C)C (R)-N'-((2,3-dihydro-1H-inden-4-yl)carbamoyl)-6,6-dimethyl-6,7-dihydro-5H-pyrazolo[5,1-b][1,3]oxazine-3-sulfonimidamide